(2R)-N-((R or S)-(3-chloro-2,4-difluoro-phenyl)(2-(trifluoro-methyl)pyrimidin-5-yl)methyl)-2-methyl-3-oxopiperazine-1-carboxamide ClC=1C(=C(C=CC1F)[C@H](NC(=O)N1[C@@H](C(NCC1)=O)C)C=1C=NC(=NC1)C(F)(F)F)F |o1:8|